CC1=NC=CC=C1NS(=O)(=O)C=1C=C2CCC(NC2=CC1)=O N-(2-methylpyridin-3-yl)-2-oxo-1,2,3,4-tetrahydroquinoline-6-sulphonamide